3,4-dichloro-5-borneoloxyfuranone ClC1C(OC(=C1Cl)OC1(C2(CCC(C1)C2(C)C)C)O)=O